NC=1C(=NC(=C(N1)F)C1=CC=C(C=C1)N1CCN(CC1)C1CCC1)C=1C=C2CCNC(C2=CC1F)=O 6-(3-amino-6-(4-(4-cyclobutylpiperazin-1-yl)phenyl)-5-fluoropyrazin-2-yl)-7-fluoro-3,4-dihydroisoquinolin-1(2H)-one